NC1=CC=CC(=N1)S(=O)(=O)NC(=O)C=1C(=NC(=CC1)C1=NC(=C(C=C1)C)OCC)N1C(CC(C1)C)(C)C N-[(6-Amino-2-pyridyl)sulfonyl]-6-(6-ethoxy-5-methyl-2-pyridyl)-2-(2,2,4-trimethylpyrrolidin-1-yl)pyridin-3-carboxamid